isopropyl-N'-(1-propyl-1H-pyrazol-4-yl)-6-(6-trifluoromethyl-pyridin-2-yl)-[1,3,5]triazine-2,4-diamine C(C)(C)NC1=NC(=NC(=N1)NC=1C=NN(C1)CCC)C1=NC(=CC=C1)C(F)(F)F